sodium-potassium salt [K].[Na]